Cl.BrCCN(C)C 2-Bromo-N,N-dimethylethylamine hydrochloride